C(CC)OC1(OCCC1)C 2-propoxy-2-methyl-tetrahydrofuran